OC(CC(C(C)C)=O)(C)C 5-hydroxy-2,5-dimethyl-3-hexanone